5-Chloro-7-methyl-1H-pyrrolo[3,2-b]pyridine ClC1=CC(=C2C(=N1)C=CN2)C